FC1(CN(C1)C(C=C)=O)\C=C\C1=NOC(=C1)C(F)(F)F 1-{3-fluoro-3-[(E)-2-[5-(trifluoromethyl)-1,2-oxazol-3-yl]ethenyl]azetidin-1-yl}prop-2-en-1-one